tert-butyl 2-bromo-5,6-dihydro[1,2,4]triazolo[1,5-A]pyrazine-7(8H)-carboxylate BrC1=NN2C(CN(CC2)C(=O)OC(C)(C)C)=N1